C(CC)(=O)NC1(CC=C(C=C1)C=1OC2=C(N1)C=C(C=C2)C)Cl (4-Propionamido-4-chlorophenyl)-5-methyl-benzo[d]oxazole